2-(3,5-Dichloro-4-((1-(4-fluorobenzyl)-6-oxo-1,6-dihydropyridin-3-yl)oxy)phenyl)-3,5-dioxo-2,3,4,5-tetrahydro-1,2,4-triazine-6-carbonitrile ClC=1C=C(C=C(C1OC1=CN(C(C=C1)=O)CC1=CC=C(C=C1)F)Cl)N1N=C(C(NC1=O)=O)C#N